tert-butyl 2-(4-(4-(2-ethoxy-2-oxoethyl)phenyl)piperazin-1-yl)acetate C(C)OC(CC1=CC=C(C=C1)N1CCN(CC1)CC(=O)OC(C)(C)C)=O